BrC=1C(=CC2=CC=CC=C2C1)C1=NC=CC2=C3C(=C4C(=C12)C=CC=C4)C=CC=C3 1-(3-bromonaphthalen-2-yl)dibenzo[f,h]isoquinoline